ClC1=CC=C(C(=N1)C=1C=NC(=CC1)CN(C)C)NC(C)C=1C=C(C=C2C(N3CCCN4N=CC(C12)=C43)=O)C 10-(1-((6-chloro-6'-((dimethylamino)methyl)-[2,3'-bipyridin]-3-yl)amino)ethyl)-8-methyl-4,5-dihydro-3H,6H-2,2a,5a-triazaaceanthrylen-6-one